(S)-2-methyl-4-chlorophenoxypropionic acid CC1=C(O[C@H](C(=O)O)C)C=CC(=C1)Cl